butyl 3-(3-isopropylcyclopent-1-en-1-yl)propanoate C(C)(C)C1C=C(CC1)CCC(=O)OCCCC